methyl 2-((5-(p-toluenesulfonyloxy)pentyl)oxy)acetate CC1=CC=C(C=C1)S(=O)(=O)OCCCCCOCC(=O)OC